10,10-diethoxy-3,5-decadiene C(C)OC(CCCC=CC=CCC)OCC